FC1(CCC(CC1)NC(NCCCCCCCCCCCCCCC(=O)O)=O)F 15-(3-(4,4-difluorocyclohexyl)ureido)pentadecanoic acid